(R)-2-methoxy-6-((1-(octadecyloxy)-3-((triisopropylsilyl)oxy)propan-2-yl)oxy)pyridine COC1=NC(=CC=C1)O[C@H](COCCCCCCCCCCCCCCCCCC)CO[Si](C(C)C)(C(C)C)C(C)C